COC1=CC2=C(C=3C=NNC13)C=C(S2)C(=O)OCC ethyl 4-methoxy-3H-thieno[3,2-e]indazole-7-carboxylate